FC(C=1N=C2N(C=C(C=C2)S(=O)(=O)C2=CC=C(C=C2)CNC(=O)C=2C=CC=3N(C2)C=CN3)C1)(F)F N-({4-[2-(trifluoromethyl)imidazo[1,2-a]pyridine-6-sulfonyl]phenyl}methyl)imidazo[1,2-a]pyridine-6-carboxamide